[N+](=O)([O-])C1=CC(=CC=2OCC3(CC3)NC21)S(=O)(=O)NC(C2=CC=CC=C2)=O N-((5-nitro-2H,4H-spiro[benzo[b][1,4]oxazine-3,1'-cyclopropane]-7-yl)sulfonyl)benzamide